(4aR,8aS)-6-(3-(3-Fluoro-4-(trifluoromethoxy)phenyl)azetidin-1-carbonyl)hexahydro-2H-pyrido[4,3-b][1,4]oxazin-3(4H)-on FC=1C=C(C=CC1OC(F)(F)F)C1CN(C1)C(=O)N1C[C@@H]2[C@@H](OCC(N2)=O)CC1